ClC=1N=C2C(=C(C(N(C2=CC1)C)=O)C#N)N1CCN(CC1)C(C1=CC=CC=C1)C1CCCCC1 6-chloro-4-(4-(cyclohexyl-(phenyl)methyl)piperazin-1-yl)-1-methyl-2-oxo-1,2-dihydro-1,5-naphthyridine-3-carbonitrile